1-(4-diphenylaminophenyl)-1-phenylpropan-2-ynol C1(=CC=CC=C1)N(C1=CC=C(C=C1)C(C#C)(O)C1=CC=CC=C1)C1=CC=CC=C1